diacetic acid iodine (III) [I+3].C(C)(=O)O.C(C)(=O)O